1-(4-(5-amino-1-(2-fluorophenyl)-1H-1,2,4-triazol-3-ylamino)phenyl)ethanone NC1=NC(=NN1C1=C(C=CC=C1)F)NC1=CC=C(C=C1)C(C)=O